Nα-benzoyl-DL-arginine-4-yl-benzamide hydrochloride Cl.C(C1=CC=CC=C1)(=O)N[C@@H](CC(CNC(N)=N)C1=C(C(=O)N)C=CC=C1)C(=O)O |r|